C(C)(C)(C)OC(=O)NCCC(C1=CSC=C1)NC1=NC(=CC=C1C(=O)OCC)N1C=NC2=C1C=C(C(=C2)OC)OC ethyl 2-[[3-(tert-butoxycarbonylamino)-1-(3-thienyl)propyl]amino]-6-(5,6-dimethoxybenzimidazol-1-yl)pyridine-3-carboxylate